2-(pyridin-2-ylmethyl)-N-[(2S)-tetrahydrofuran-2-ylmethyl]-2H-furo[2,3-g]indazole-7-carboxamide N1=C(C=CC=C1)CN1N=C2C3=C(C=CC2=C1)OC(=C3)C(=O)NC[C@H]3OCCC3